tert-butyl 4-(4-(3-((2-(imidazo[1,2-a]pyridin-3-yl)propan-2-yl)carbamoyl)azetidin-1-yl)thieno[3,2-d]pyrimidin-2-yl)-1,4-diazepane-1-carboxylate N=1C=C(N2C1C=CC=C2)C(C)(C)NC(=O)C2CN(C2)C=2C1=C(N=C(N2)N2CCN(CCC2)C(=O)OC(C)(C)C)C=CS1